N-(benzyloxycarbonyl)-4-fluorophenylalanine C(C1=CC=CC=C1)OC(=O)N[C@@H](CC1=CC=C(C=C1)F)C(=O)O